C(C=C)(=O)O.C(CCCCCN=C=O)N=C=O hexamethylene diisocyanate acrylate